tert-butyl (2-(((tert-butoxycarbonyl)oxy)methyl)-8-(1,3-dimethyl-1H-pyrazol-5-yl)imidazo[1,2-c]pyrimidin-5-yl)((5-fluoro-2,3-dihydrobenzofuran-4-yl)methyl)carbamate C(C)(C)(C)OC(=O)OCC=1N=C2N(C(=NC=C2C2=CC(=NN2C)C)N(C(OC(C)(C)C)=O)CC2=C(C=CC3=C2CCO3)F)C1